2-(6-amino-9H-purin-9-yl)quinazolin-4-ol t-Butyl-(3S)-3-[4-[3-cyano-4-(2-methoxyphenyl)sulfanyl-pyrazolo[1,5-a]pyridin-6-yl]pyrazol-1-yl]piperidine-1-carboxylate C(C)(C)(C)C1N(CCC[C@@H]1N1N=CC(=C1)C=1C=C(C=2N(C1)N=CC2C#N)SC2=C(C=CC=C2)OC)C(=O)OC2=NC(=NC1=CC=CC=C21)N2C1=NC=NC(=C1N=C2)N